N[C@H](C(=O)O[C@@H]1[C@H](O[C@]([C@@H]1O)(C1=CC=C2C(=NC=NN21)NC(=O)N(CC)CC)C#N)COC(CC2=CC=CC=C2)=O)C(C)(C)C (2R,3S,4R,5R)-5-cyano-5-(4-(3,3-diethylureido)pyrrolo[2,1-f][1,2,4]triazin-7-yl)-4-hydroxy-2-((2-phenylacetoxy)methyl)tetrahydrofuran-3-yl (S)-2-amino-3,3-dimethylbutanoate